5-(aminomethyl)-1-methylindolin-2-one hydrochloride Cl.NCC=1C=C2CC(N(C2=CC1)C)=O